1-(7-(1,2,3,6-tetrahydropyridin-4-yl)imidazo[1,2-a]pyridin-3-yl)dihydropyrimidine-2,4(1h,3h)-dione N1CCC(=CC1)C1=CC=2N(C=C1)C(=CN2)N2C(NC(CC2)=O)=O